Cl.N1CCC(CC1)C(C#N)C 2-(piperidin-4-yl)propionitrile hydrochloride